FC(C=1N=CC(=NC1)CC1CC2(CN(C2)C(=O)OC(C)(C)C)C1)(F)F tert-butyl 6-[[5-(trifluoromethyl) pyrazin-2-yl] methyl]-2-azaspiro[3.3]heptane-2-carboxylate